O=C1N(CC2=CC=C(C=C12)B(O)O)C1=CC=CC=C1 (1-OXO-2-PHENYLISOINDOLIN-6-YL)BORONIC ACID